ClC1=NC(=NC=C1)NC1=CC(=C(C=C1)OC1CC(C1)N(C)C)OC 4-chloro-N-(4-((1r,3r)-3-(dimethylamino)cyclobutoxy)-3-methoxyphenyl)pyrimidin-2-amine